mesyl-phosphoramide S(=O)(=O)(C)NP(=O)(N)N